5-chloro-3-phenyl-1,2,4-oxadiazole ClC1=NC(=NO1)C1=CC=CC=C1